C1(C=CC(N1C1=C(OC2=CC=C(C=C2)C(C)(C)C2=CC=C(C=C2)OC2=C(C=CC=C2)N2C(C=CC2=O)=O)C=CC=C1)=O)=O 2,2-bis[4-(maleimidophenoxy)phenyl]propane